3-(3-(4-Fluorophenyl)-4-(6-phenylfuro[2,3-d]pyrimidin-4-yl)-1H-pyrazol-1-yl)-1-iminotetrahydro-1H-1λ6-thiophene 1-oxide FC1=CC=C(C=C1)C1=NN(C=C1C=1C2=C(N=CN1)OC(=C2)C2=CC=CC=C2)C2CS(CC2)(=N)=O